(1-Acryloyl-4-(7-(2-amino-3,5-dichloro-6-fluorophenyl)-8-oxo-6-(trifluoromethyl)-8H-pyrido[2,1-f][1,2,4]triazin-4-yl)piperazin-2-yl)acetonitrile C(C=C)(=O)N1C(CN(CC1)C1=NC=NN2C1=CC(=C(C2=O)C2=C(C(=CC(=C2F)Cl)Cl)N)C(F)(F)F)CC#N